C(#N)N1CC(CC1)C(=O)NC=1SC(=CN1)N(C1=CC=CC=C1)C 1-cyano-N-(5-(methyl(phenyl)amino)thiazol-2-yl)pyrrolidine-3-carboxamide